NC(C(=O)OCC)(CC(F)F)C ethyl 2-amino-4,4-difluoro-2-methylbutanoate